FC(C=1N=C(C2=C(N1)C=NC(=C2)S(=O)(=O)C)N[C@H](C)C=2C(=C(C=CC2)C(C(C)(O)C)(F)F)F)F 1-{3-[(1R)-1-{[2-(difluoromethyl)-6-(methylsulfonyl)pyrido[3,4-d]pyrimidin-4-yl]amino}ethyl]-2-fluorophenyl}-1,1-difluoro-2-methylpropan-2-ol